C(=O)(O)[C@H](CC(=O)C1=CC2=C(S1)C=C(C(=C2Cl)OCCCOC=2C(=C1CN(CC1=CC2OC)C(C[C@@H](C(=O)O)C)=O)F)O)C (S)-4-(5-(3-((2-((S)-3-carboxybutanoyl)-4-chloro-6-hydroxybenzo[b]thiophen-5-yl)oxy)propoxy)-4-fluoro-6-methoxyisoindolin-2-yl)-2-methyl-4-oxobutanoic acid